COC=1N=C2C(=CC=NC2=CC1OC)OC1=C(C=C(C=N1)NC(=O)C1(CC1)C(=O)NC1=CC=C(C=C1)F)C 1-N'-[6-[(6,7-dimethoxy-1,5-naphthyridin-4-yl)oxy]-5-methylpyridin-3-yl]-1-N-(4-fluorophenyl)cyclopropane-1,1-dicarboxamide